BrC=1C=C2C(NC(=NC2=CC1)C1=CC(=C(C(=C1)C)O)C)=O 6-bromo-2-(4-hydroxy-3,5-dimethylphenyl)quinazolin-4(3H)-one